C1=NC=C(C2=CC=CC=C12)N1N=CC(=C1C(F)(F)F)C(=O)NC1=CC(=NC(=C1)C(F)(F)F)C 1-(isoquinolin-4-yl)-N-(2-methyl-6-(trifluoromethyl)pyridin-4-yl)-5-(trifluoromethyl)-1H-pyrazole-4-carboxamide